NC=1C2=C(N=CN1)N(C(=C2C2=CC=C(C=C2)F)C2=CCC1(CCN(CC1)C(C=C)=O)CC2)C (9-(4-amino-5-(4-fluorophenyl)-7-methyl-7H-pyrrolo[2,3-d]pyrimidin-6-yl)-3-azaspiro[5.5]undec-8-en-3-yl)prop-2-en-1-one